C(C)(C)(C)C1=C(C(=C(C(=C1[N+](=O)[O-])C)C(C)=O)C)[N+](=O)[O-] 1-(4-tert-butyl-2,6-dimethyl-3,5-dinitrophenyl)-ethanone